FC(C(=O)[O-])(F)F.C(CCCCCCCC)(=O)OCC(CC(=O)O[C@@H]1C[C@H]([NH2+]C1)COC(CC(COC(CCCCCCCC)=O)COC(CCCCCCCC)=O)=O)COC(CCCCCCCC)=O (2S,4R)-4-((4-(nonanoyloxy)-3-((nonanoyloxy)methyl)butanoyl)oxy)-2-(((4-(nonanoyloxy)-3-((nonanoyloxy)methyl)butanoyl)oxy)methyl)pyrrolidin-1-ium trifluoroacetate